ClC1=C(C2=C(C=N1)C(=NN2C2OCCCC2)I)F 6-chloro-7-fluoro-3-iodo-1-tetrahydropyran-2-yl-pyrazolo[4,3-c]pyridine